methyl (1-((5-(chloromethyl)-3-methoxypyridin-2-yl)methyl)-7-(((5-methyl-1,2,4-oxadiazol-3-yl)methyl)amino)-1H-pyrazolo[4,3-d]pyrimidin-5-yl)carbamate ClCC=1C=C(C(=NC1)CN1N=CC=2N=C(N=C(C21)NCC2=NOC(=N2)C)NC(OC)=O)OC